N1=C(C(=CC=C1)C(=O)N1CCC(CC1)(C#N)[C@@H](C)C1=C(C=C(C=C1)F)F)C1=CC=NC=C1 |r| racemic-1-([2,4'-bipyridine]-3-carbonyl)-4-(1-(2,4-difluorophenyl)ethyl)piperidine-4-carbonitrile